ClC=1C=CC(=NC1)COC1=NN=C(S1)NC(=O)C1=NC=CC=C1C1=C(C=CC=C1OC)F N-(5-((5-chloropyridin-2-yl)methoxy)-1,3,4-thiadiazol-2-yl)-3-(2-fluoro-6-methoxyphenyl)pyridine-2-carboxamide